2-{(1R)-1-[3-(2-{[tert-butyl-(dimethyl)silyl]oxy}-1,1-difluoroethyl)-2-fluorophenyl]-ethyl}-1H-isoindole-1,3(2H)-dione C(C)(C)(C)[Si](OCC(F)(F)C=1C(=C(C=CC1)[C@@H](C)N1C(C2=CC=CC=C2C1=O)=O)F)(C)C